C1(CC1)NC(=O)C=1C=CC2=C(N(C(=N2)C2=C(C(=C(C(=C2)OC)O)O)F)C2(COC2)C)C1 N-cyclopropyl-2-(2-fluoro-3,4-dihydroxy-5-methoxyphenyl)-1-(3-methyloxetan-3-yl)-1H-benzo[d]imidazole-6-carboxamide